{8-Fluoro-2-[4-(3-methoxyphenyl)piperazin-1-yl]-3-[2-methoxy-5-(trifluoromethyl)phenyl]-3,4-Dihydroquinazolin-4-yl}acetic acid methyl ester COC(CC1N(C(=NC2=C(C=CC=C12)F)N1CCN(CC1)C1=CC(=CC=C1)OC)C1=C(C=CC(=C1)C(F)(F)F)OC)=O